C(C)(C)[Mg]Cl.[Li] lithium (isopropyl)magnesium chloride